C(C)(C)(C)OC(COCCOCCNC(C1=C(C=C(C=C1)N1C(N(C(C1(C)C)=O)C1=CC(=C(C=C1)C#N)C(F)(F)F)=S)F)=O)=O Tert-butyl-2-(2-(2-(4-(3-(4-cyano-3-(trifluoromethyl)phenyl)-5,5-dimethyl-4-oxo-2-thioxoimidazolidin-1-yl)-2-fluorobenzamido)ethoxy)ethoxy)acetate